[Mo].[Sn] tin-molybdenum